FC=1C=C(C=C(C1[N+](=O)[O-])F)C(=O)N1C=CC2=C(C=CC=C12)C1=C(C2=C(N(C(=N2)C)C)C=C1C(F)(F)F)OC (3,5-difluoro-4-nitrophenyl)(4-(4-methoxy-1,2-dimethyl-6-(trifluoromethyl)-1H-benzo[d]imidazol-5-yl)-1H-indol-1-yl)methanone